N,N'-dihydroxyurea ONC(=O)NO